C(=O)C(C(=O)OC)C(C)C methyl 2-formyl-3-methylbutanoate